C(C1CCCO1)C(C)(C)CC1CCCO1 Bis-tetrahydrofurfuryl-propane